4-(4-ethylbenzoyl)-2,3-dihydroxyphenylbutyrate C(C)C1=CC=C(C(=O)C2=C(C(=C(C=C2)OC(CCC)=O)O)O)C=C1